OC[C@@H](C)NC(=O)C=1C=NC2=C(C=C(C=C2C1)OC)N1CCC(CC1)C(F)(F)F (R)-N-(1-hydroxypropan-2-yl)-6-methoxy-8-(4-(trifluoromethyl)piperidin-1-yl)quinoline-3-carboxamide